tert-butyl 2-(5-{[4-bromo-1-(cyclopropylmethyl)pyrazol-3-yl]oxy}-2-fluorophenyl)-2-(methanesulfonyloxy)acetate BrC=1C(=NN(C1)CC1CC1)OC=1C=CC(=C(C1)C(C(=O)OC(C)(C)C)OS(=O)(=O)C)F